methyl 7-(cyclopentylamino)-1-hydroxy-4-methylphthalazine-6-carboxylate C1(CCCC1)NC1=C(C=C2C(=NN=C(C2=C1)O)C)C(=O)OC